tert-butyl 4-[4-(2,6-dibenzyloxy-3-pyridyl)-2-fluoro-phenoxy]piperidine-1-carboxylate C(C1=CC=CC=C1)OC1=NC(=CC=C1C1=CC(=C(OC2CCN(CC2)C(=O)OC(C)(C)C)C=C1)F)OCC1=CC=CC=C1